O=C1OCCN1.[K] potassium (4R)-2-oxooxazolidine